1-(4-(1-((5-(5-(difluoromethyl)-1,3,4-oxadiazol-2-yl)pyridin-2-yl)methyl)-1H-1,2,3-triazol-4-yl)piperidin-1-yl)ethan-1-one FC(C1=NN=C(O1)C=1C=CC(=NC1)CN1N=NC(=C1)C1CCN(CC1)C(C)=O)F